C(=C)B1CC(C(C1)(C)C)(C)C 1-ethenyl-3,3,4,4-tetramethylborolane